5-fluoro-4-(2-fluoro-4-iodoanilino)-1-[[3-fluoro-2-(propylsulfamoylamino)pyridin-4-yl]methyl]-6-oxopyridine-3-carboxamide FC1=C(C(=CN(C1=O)CC1=C(C(=NC=C1)NS(NCCC)(=O)=O)F)C(=O)N)NC1=C(C=C(C=C1)I)F